ClC1=CC=C2C=CC(=NC2=C1)C L-7-chloroquinaldine